(R)-N-(5-((6-(3-(2',4'-difluoro-[1,1'-biphenyl]-3-yl)isoxazolidin-2-yl)pyrimidin-4-yl)amino)-2-((2-(dimethylamino)ethyl)(methyl)amino)-4-methoxyphenyl)acrylamide FC1=C(C=CC(=C1)F)C1=CC(=CC=C1)[C@@H]1N(OCC1)C1=CC(=NC=N1)NC=1C(=CC(=C(C1)NC(C=C)=O)N(C)CCN(C)C)OC